C(C)(C)(C)N1C=C(C=C1)C(=O)NCC#CC=1N(C2=CC=CC(=C2C1)N[C@H]1[C@H](CN(CC1)C)F)CC(F)(F)F 1-tert-butyl-N-[3-(4-{[(3S,4R)-3-fluoro-1-methylpiperidin-4-yl]amino}-1-(2,2,2-trifluoroethyl)-1H-indol-2-yl)prop-2-yn-1-yl]-1H-pyrrole-3-carboxamide